C1(CC1)N1N=CC(=C1)C(CN(C[C@H]1OC(OC1)(C)C)CC1=C(C=C(C=C1)OC)OC)=O 1-(1-cyclopropylpyrazol-4-yl)-2-[(2,4-dimethoxyphenyl)methyl-[[(4R)-2,2-dimethyl-1,3-dioxolan-4-yl]methyl]amino]ethanone